COC1=CC2=C(OCCN2)C=C1N1N=C(C=2C=NC(=CC21)C=2C=NN1C2N=CC=C1)C(=O)N (6-methoxy-3,4-dihydro-2H-benzo[b][1,4]oxazin-7-yl)-6-(pyrazolo[1,5-a]pyrimidin-3-yl)-1H-pyrazolo[4,3-c]pyridine-3-carboxamide